N,N-bis(diphenylphosphino)-tert-butylamine C1(=CC=CC=C1)P(N(P(C1=CC=CC=C1)C1=CC=CC=C1)C(C)(C)C)C1=CC=CC=C1